2-(4-(tert-butyl)-3-chlorophenyl)-3-(2,3-dihydrobenzo[b][1,4]dioxin-6-yl)-7-fluoro-oxo-1,2,3,4-tetrahydroisoquinoline-4-carboxylic acid C(C)(C)(C)C1=C(C=C(C=C1)N1C(C2=CC(=CC=C2C(C1C1=CC2=C(OCCO2)C=C1)C(=O)O)F)=O)Cl